4-(1-cyclobutyl-5-methoxy-1H-benzo[d]imidazol-2-yl)-6-methoxy-3-methylbenzene-1,2-diol C1(CCC1)N1C(=NC2=C1C=CC(=C2)OC)C=2C(=C(C(=C(C2)OC)O)O)C